C(CCCCC)(=O)O n-hexanic acid